N-[6-(2-chloro-5-fluorophenyl)-2-methyl-8-oxo-3-(2,2,2-trifluoroethyl)-7,8-dihydro-6H-imidazo[5,4-e]isoindol-5-yl]-3-fluoro-5-(trifluoromethyl)benzamide ClC1=C(C=C(C=C1)F)C1NC(C2=C3C(=CC(=C12)NC(C1=CC(=CC(=C1)C(F)(F)F)F)=O)N(C(=N3)C)CC(F)(F)F)=O